OC(CN1N=CC(=C1)NC1=NC=C(C(=N1)C1=CC2CCC(C1)N2C(=O)NCC(F)(F)F)C)(C)C 3-(2-((1-(2-hydroxy-2-methylpropyl)-1H-pyrazol-4-yl)amino)-5-methylpyrimidin-4-yl)-N-(2,2,2-trifluoroethyl)-8-azabicyclo[3.2.1]oct-2-ene-8-carboxamide